OCC1=C2C(=NC=C1)N(N=C2CN(C(C=C)=O)C)C2=CC=C(C=C2)OC(F)(F)F N-[[4-(hydroxymethyl)-1-[4-(trifluoromethoxy)phenyl]pyrazolo[3,4-b]pyridin-3-yl]methyl]-N-methyl-prop-2-enamide